COC(C1=C(C=CC(=C1)Cl)NC1=C(C=NC2=CC=C(C=C12)Cl)C1CCC2(OCCO2)CC1)=O.NC([C@H](C)NC(C1=CC(=CC(=C1)SC(F)(F)F)Cl)=O)=O N-[(2S)-1-amino-1-oxopropan-2-yl]-3-chloro-5-[(trifluoromethyl)sulfanyl]benzamide methyl-5-chloro-2-[[6-chloro-3-(1,4-dioxaspiro[4.5]decan-8-yl)-4-quinolyl]amino]benzoate